N-(4-bromo-2-methylbenzyl)-3-isopropoxy-azetidine-1-carboxamide BrC1=CC(=C(CNC(=O)N2CC(C2)OC(C)C)C=C1)C